2-(3,4-dichlorophenyl)-1-ethyl-6-[(5-methyl-2-oxo-oxazolidin-3-yl)methyl]-4-oxo-pyridine ClC=1C=C(C=CC1Cl)C=1N(C(=CC(C1)=O)CN1C(OC(C1)C)=O)CC